(E)-ethyl 3-(2,4-dichlorothiazol-5-yl)acrylate ClC=1SC(=C(N1)Cl)/C=C/C(=O)OCC